tert-Butyl (S)-(7-bromo-5-methyl-4-oxo-2,3,4,5-tetrahydrobenzo[b][1,4]-oxazepin-3-yl)carbamate BrC1=CC2=C(OC[C@@H](C(N2C)=O)NC(OC(C)(C)C)=O)C=C1